BrC1=CC(=C(C(=C1)C)NC(CC1=CC=C(C=C1)F)=O)C N-(4-Bromo-2,6-dimethyl-phenyl)-2-(4-fluoro-phenyl)-acetamide